1,6-Bis[3-(3,5-di-tert-butyl-4-hydroxyphenyl)propanamido]hexane C(C)(C)(C)C=1C=C(C=C(C1O)C(C)(C)C)CCC(=O)NCCCCCCNC(CCC1=CC(=C(C(=C1)C(C)(C)C)O)C(C)(C)C)=O